CC1=CC=2C=3C=CC=CC3NC2C2=C1C=CC=C2 5-methylbenzocarbazole